C(CCC)OC(=O)CC(CC(=O)OCCCC)(C(=O)OCCCC)O 2-hydroxy-1,2,3-propanetricarboxylic acid tributyl ester